C[C@H]1N(CCOC1)CCNC1=NN=C(C2=CC=CC=C12)C1=C(C=C(C=C1)C(F)(F)F)O 2-[4-({2-[(3R)-3-methylmorpholin-4-yl]ethyl}amino)phthalazin-1-yl]-5-(trifluoromethyl)phenol